N-acetylgalactosamine tetrasulfate S(=O)(=O)(O)OC1[C@H](NC(C)=O)[C@@H](OS(=O)(=O)O)[C@@H](OS(=O)(=O)O)[C@H](O1)COS(=O)(=O)O